2-[6-[3-(Difluoromethyl)-4-fluoro-phenyl]pyrazolo[4,3-b]pyridin-1-yl]-N-methyl-N-(2,2,2-trifluoroethyl)acetamide FC(C=1C=C(C=CC1F)C=1C=C2C(=NC1)C=NN2CC(=O)N(CC(F)(F)F)C)F